C(CCCCCCCCC)C1=CC=C(C=C1)NC(=O)O[C@@H]1CN(CC1)C(=O)OC(C)(C)C tert-butyl (S)-3-(((4-decylphenyl)carbamoyl)oxy)pyrrolidine-1-carboxylate